2-hydroxy-1-[4-(2-hydroxy-propoxy)phenyl]-2-methylpropan-1-one OC(C(=O)C1=CC=C(C=C1)OCC(C)O)(C)C